di-tert-butyl (((1,2,4,5-tetrazine-3,6-diyl)bis(4,1-phenylene))bis(methylene))bis((2-fluoroethyl)carbamate) N1=NC(=NN=C1C1=CC=C(C=C1)CN(C(OC(C)(C)C)=O)CCF)C1=CC=C(C=C1)CN(C(OC(C)(C)C)=O)CCF